3-(2-morpholino-2-oxoethyl)cyclopentane-1,2-dione O1CCN(CC1)C(CC1C(C(CC1)=O)=O)=O